NC(C(=O)N(C)C)(CO)C 2-amino-3-hydroxy-N,N,2-trimethylpropionamide